CC1=C2CCCC2=CC=C1 4-methyl-2,3-dihydro-1H-indene